ClC1=C(C=CC2=C1O[C@@H]1[C@H](CC2)[C@H](CC1)\C=C\C(O)C1(CC1)C1=C(C=CC=C1)F)C(=O)O (1R,3aS,10aR)-5-chloro-1-{(1E,3ξ)-3-[1-(2-fluorophenyl)cyclopropyl]-3-hydroxy-1-propen-1-yl}-2,3,3a,9,10,10a-hexahydro-1H-benzo[b]cyclopenta[f]oxepin-6-carboxylic acid